N1=CN=C(C=C1)C1=CNC2=NC=CC=C21 3-pyrimidin-4-yl-1H-pyrrolo[2,3-b]pyridin